BrC=1C=NC(=NC1)C1(CC(C1)(C)CO[Si](C)(C)C(C)(C)C)N[S@@](=O)C(C)(C)C (cis)-(S)-N-((1s,3R)-1-(5-bromopyrimidin-2-yl)-3-(((tert-butyldimethylsilyl)oxy)methyl)-3-methylcyclobutyl)-2-methylpropane-2-sulfinamide